The molecule is a member of the class of nitrotoluenes that is ortho-nitrotoluene bearing two additional hydroxylamino substituents located at the two positions meta to the nitro group. It has a role as a xenobiotic metabolite. It is a nitrotoluene and a member of hydroxylamines. CC1=C(C=C(C=C1[N+](=O)[O-])NO)NO